1-(3-fluorophenyl)ethan-1-one FC=1C=C(C=CC1)C(C)=O